5-carboxycytosine C(=O)(O)C=1C(=NC(NC1)=O)N